2-(2-((2-ethyl-6-(1-(methylsulfonyl)piperidin-4-yl)imidazo[1,2-a]pyridin-3-yl)(methyl)amino)-4-(4-fluorophenyl)thiazol-5-yl)acetonitrile C(C)C=1N=C2N(C=C(C=C2)C2CCN(CC2)S(=O)(=O)C)C1N(C=1SC(=C(N1)C1=CC=C(C=C1)F)CC#N)C